2-{[(2S)-1-(dimethylamino)propan-2-yl]oxy}-4-(3-ethyl-4-methyl-5-oxo-4,5-dihydro-1H-1,2,4-triazol-1-yl)-5-fluorobenzonitrile CN(C[C@H](C)OC1=C(C#N)C=C(C(=C1)N1N=C(N(C1=O)C)CC)F)C